phenyl-diethoxyphenoxysilane C1(=CC=CC=C1)[Si](OC1=CC=CC=C1)(OCC)OCC